C(#N)C(C)(C)C=1C=CC=2N(C1)N=CC2C2=CC(=C(C(=O)NC1CC1)C(=C2)OC)OC(F)F 4-[6-(1-Cyano-1-methyl-ethyl)pyrazolo[1,5-a]pyridin-3-yl]-N-cyclopropyl-2-(difluoromethoxy)-6-methoxy-benzamide